C12(CC3CC(CC(C1)C3)C2)C2([Se]CCCC2)C([2H])([2H])[2H] ((3S,5S,7S)-adamantan-1-yl)(methyl-d3)selenane